N-allyl-3,4-difluoro-5-((3-fluoro-2-((N-methylaminosulfonyl)amino)pyridin-4-yl)methyl)-2-((2-fluoro-4-iodophenyl)amino)benzamide C(C=C)NC(C1=C(C(=C(C(=C1)CC1=C(C(=NC=C1)NS(=O)(=O)NC)F)F)F)NC1=C(C=C(C=C1)I)F)=O